C1=CC(=C(C(=C1)Br)Br)C2=C(C(=C(C(=C2Br)Br)Br)Br)Br Heptabromo-1,1'-biphenyl